i-propyl bromocarbonate C(OC(C)C)(=O)Br